(R)-4-(1-((5-methoxy-7-methyl-1H-indol-4-yl)methyl)-4-methyl-3-oxopiperazin-2-yl)benzoic acid COC=1C(=C2C=CNC2=C(C1)C)CN1[C@@H](C(N(CC1)C)=O)C1=CC=C(C(=O)O)C=C1